C(=O)(C(=C)C)S(=O)(=O)[O-].[Li+] lithium methacrylsulfonate